NC1=NC=NC=2N(C3=CC=C(C=C3C21)C(=O)O)CC(=O)N2[C@@H]1C[C@@]1(C[C@H]2C(NC2=NC(=CC=C2)Br)=O)C 4-amino-9-(2-((1R,3S,5R)-3-((6-bromopyridin-2-yl)carbamoyl)-5-methyl-2-azabicyclo[3.1.0]hex-2-yl)-2-oxoethyl)-9H-pyrimido[4,5-b]indole-6-carboxylic acid